1,3,5-tris(hydroxyethyl)s-triazine OCCN1CN(CN(C1)CCO)CCO